3-((tert-butoxycarbonyl)amino)cyclobutane-1-carboxylic acid C(C)(C)(C)OC(=O)NC1CC(C1)C(=O)O